FC1=C(C(=CC=C1)F)C1=CC=CC2=C1C(=NO2)N2C(N1[C@H](CC2)C[C@@H](C1)NS(=O)(=O)C)=O N-{(4aR,6S)-2-[4-(2,6-difluorophenyl)-1,2-benzoxazol-3-yl]-1-oxooctahydropyrrolo[1,2-c]pyrimidin-6-yl}methanesulfonamide